(1R,1R,5R,7R)-exo-1-(5-Methyl-6,8-dioxabicyclo[3.2.1]oct-7-yl)-ethanol C[C@]12CCC[C@H]([C@H](O1)[C@@H](C)O)O2